C(C)OC(=O)C1=C(C(=CC=2NCCOC21)Cl)F.ClC=2C(=C(C1=C(N(CCO1)CCCOC)C2)C(=O)OCC)F ethyl 6-chloro-7-fluoro-4-(3-methoxypropyl)-2,3-dihydro-1,4-benzoxazine-8-carboxylate Ethyl-6-chloro-7-fluoro-3,4-dihydro-2H-1,4-benzoxazine-8-carboxylate